OC1=C(C=CC=C1)C(CCCCCCCCCCCCCCCCC)C1=C(C=CC=C1)O 1,1-bis(2-hydroxyphenyl)octadecane